bis(phosphonomethyl)-6,13-dioxa-2,17-diazaoctadecane-4,8,10,15-tetraol P(=O)(O)(O)CN(CC(COCCC(CC(COCC(CN(C)CP(=O)(O)O)O)O)O)O)C